C(C1=CC=CC=C1)(=O)N1CC=2C=CC=C(C2C1)C(=O)NCCO 2-benzoyl-N-(2-hydroxyethyl)isoindoline-4-carboxamide